1-[(7R)-1-[3-[(1S)-1-(2,2-difluoro-1,3-benzodioxol-5-yl)ethoxy]phenyl]-3-(trifluoromethyl)-4,5,6,7-tetrahydroindazole-7-carbonyl]piperidine-4-carboxylic acid FC1(OC2=C(O1)C=CC(=C2)[C@H](C)OC=2C=C(C=CC2)N2N=C(C=1CCC[C@H](C21)C(=O)N2CCC(CC2)C(=O)O)C(F)(F)F)F